FC1=NC=C(C=C1B(O)O)OC 2-FLUORO-5-METHOXYPYRIDINE-3-BORONIC ACID